BrC1=CC(=C(C=C1F)C(C)=O)F 1-(4-bromo-2,5-difluorophenyl)ethanone